2-(2-chloro-5-(4-methylpyrimidin-2-ylamino)benzamido)benzo[d]thiazole-6-carboxylic acid ClC1=C(C(=O)NC=2SC3=C(N2)C=CC(=C3)C(=O)O)C=C(C=C1)NC1=NC=CC(=N1)C